ClC1=NN2C(N=CC=C2C2CN(CCC2)CCC(C)C)=C1CNCC1CCOCC1 1-(2-Chloro-7-(1-isopentylpiperidin-3-yl)pyrazolo[1,5-a]pyrimidin-3-yl)-N-((tetrahydro-2H-pyran-4-yl)methyl)methanamine